3-((trimethylsilyl)ethynyl)-1H-pyrrolo[2,3-b]Pyridine-1-carboxylic acid tert-butyl ester C(C)(C)(C)OC(=O)N1C=C(C=2C1=NC=CC2)C#C[Si](C)(C)C